2-(3-fluorophenyl)-N-[(cis)-4-hydroxy-1,1-dioxidotetrahydro-thiophen-3-yl]-3-oxo-6-[6-(trifluoromethyl)pyridin-3-yl]-2,3-dihydropyridazine-4-carboxamide FC=1C=C(C=CC1)N1N=C(C=C(C1=O)C(=O)N[C@@H]1CS(C[C@@H]1O)(=O)=O)C=1C=NC(=CC1)C(F)(F)F